C(C1=CC=CC=C1)OC(=O)N1CC(C1)C(=O)Cl 3-(chlorocarbonyl)azetidine-1-carboxylic acid benzyl ester